ethyl (S)-2-(4-benzyl-1-(3-chloro-5-(trifluoromethyl)pyrazin-2-yl)piperazin-2-yl)acetate C(C1=CC=CC=C1)N1C[C@@H](N(CC1)C1=NC=C(N=C1Cl)C(F)(F)F)CC(=O)OCC